The molecule is a linear pentasaccharide consisting of two galactosyl residues, an N-acetylglucosaminyl residue, a further galactosyl residue and a glucosyl residue (at the reducing end), linked in sequence as shown. CC(=O)N[C@@H]1[C@H]([C@@H]([C@H](O[C@H]1OC[C@@H]2[C@@H]([C@@H]([C@H]([C@@H](O2)O[C@@H]3[C@H](OC([C@@H]([C@H]3O)O)O)CO)O)O)O)CO)O[C@H]4[C@@H]([C@H]([C@H]([C@H](O4)CO)O)O[C@@H]5[C@@H]([C@H]([C@H]([C@H](O5)CO)O)O)O)O)O